tetracyclohexyl-3-oxaglutaraldehyde C1(CCCCC1)C(OC(C=O)(C1CCCCC1)C1CCCCC1)(C=O)C1CCCCC1